(6-bromo-[1,2,4]triazolo[4,3-a]pyridin-3-yl)(4-(2-(trifluoromethyl)phenyl)piperidin-1-yl)methanone BrC=1C=CC=2N(C1)C(=NN2)C(=O)N2CCC(CC2)C2=C(C=CC=C2)C(F)(F)F